N-Bocmorpholine-2-one C(=O)(OC(C)(C)C)N1CC(OCC1)=O